FC=1C=C(C=CC1C1=NN2C(N=C(C=C2C2=CC=C(C=C2)C)C(=O)N2[C@@H](C3=CC=CC=C3CC2)C)=C1)N1C[C@H](CC1)C(=O)O (3S)-1-(3-fluoro-4-{5-[(1R)-1-methyl-1,2,3,4-tetrahydroisoquinoline-2-carbonyl]-7-(4-methylphenyl)pyrazolo[1,5-a]pyrimidin-2-yl}phenyl)pyrrolidine-3-carboxylic acid